C1=CC=CC=2C3=CC=CC=C3C(C12)COC(=O)N[C@H](C(=O)NC(C(CCCC(=O)C1=C(C[C@H](N)C(=O)NCC(=O)O)C=CC=C1)=O)=[N+]=[N-])CC1=CC=CC=C1 (S)-2-(((S)-2-((((9H-Fluoren-9-yl)methoxy)carbonyl)amino)-3-phenylpropanamido)-6-diazo-5-oxohexanoyl)-L-phenylalanylglycine